(3R)-3-[(2S)-1-[(4S)-4-benzyl-2-oxo-1,3-oxazolidin-3-yl]-3-(5-bromothiophen-3-yl)-1-oxopropane-2-yl]pyrrolidine-1-carboxylic acid tert-butyl ester C(C)(C)(C)OC(=O)N1C[C@H](CC1)[C@@H](C(=O)N1C(OC[C@@H]1CC1=CC=CC=C1)=O)CC1=CSC(=C1)Br